B([O-])([O-])[O-].[Li+].FOC(C(=O)OF)=O.[Li+].[Li+] difluoro(oxalic acid) lithium borate